ClC=1N=CN(C1C1(CC1)C(=O)N[C@H](C(=O)O)CCN(CCCCC1=NC=2NCCCC2C=C1)C[C@@H](CF)OC)C (S)-2-(1-(4-chloro-1-methyl-1H-imidazol-5-yl)cyclopropane-1-carboxamido)-4-(((S)-3-fluoro-2-methoxypropyl)(4-(5,6,7,8-tetrahydro-1,8-naphthyridin-2-yl)butyl)amino)butanoic acid